N-methyl-2-(2-(3-(3-nitrophenyl)oxetan-3-yl)acetyl)hydrazinecarbothioamide CNC(=S)NNC(CC1(COC1)C1=CC(=CC=C1)[N+](=O)[O-])=O